2-[(2R,4S)-4-[(2-{5-[2-(2,4-difluoro-phenyl)propan-2-yl]-1,2,4-oxadiazol-3-yl}-6-[(1S)-1-[(2S)-1-methylpyrrolidin-2-yl]ethoxy]pyrimidin-4-yl)-oxy]piperidin-2-yl]acetonitrile FC1=C(C=CC(=C1)F)C(C)(C)C1=NC(=NO1)C1=NC(=CC(=N1)O[C@@H]1C[C@H](NCC1)CC#N)O[C@@H](C)[C@H]1N(CCC1)C